6-(1-(1-Isopropylazepan-4-yl)piperidin-4-yl)-1,4-dimethyl-2-(4-(methylsulfonyl)phenyl)-1H-benzo[d]imidazol C(C)(C)N1CCC(CCC1)N1CCC(CC1)C=1C=C(C2=C(N(C(=N2)C2=CC=C(C=C2)S(=O)(=O)C)C)C1)C